C(C(=C)C)(=O)OC1(CCCC1)C ls-1-Methylcyclopentyl methacrylate